C(C)(C)(C)OC(=O)N1CCN(CC1)C(=O)C1CC1 4-cyclopropaneformylpiperazine-1-carboxylic acid tert-butyl ester